((3,4-Dimethoxypyridin-2-yl)methyl)(m-tolyl)-carbamic acid tert-butyl ester C(C)(C)(C)OC(N(C=1C=C(C=CC1)C)CC1=NC=CC(=C1OC)OC)=O